trans-2-(3-bromophenyl)cyclopropanecarbonitrile BrC=1C=C(C=CC1)[C@H]1[C@@H](C1)C#N